FC(OC1=CC=C(C=N1)[C@H]1[C@@H](C1)C=1C=2N(N=C(C1)C=1C(NC(NC1)=O)=O)C(=CN2)F)F 5-(8-((1R,2R)-2-(6-(difluoromethoxy)pyridin-3-yl)cyclopropyl)-3-fluoroimidazo[1,2-b]pyridazin-6-yl)pyrimidine-2,4(1H,3H)-dione